tert-Butyl 2-[1-oxo-6-(4,4,5,5-tetramethyl-1,3,2-dioxaborolan-2-yl)-2,3-dihydro-1H-isoindol-2-yl]acetate O=C1N(CC2=CC=C(C=C12)B1OC(C(O1)(C)C)(C)C)CC(=O)OC(C)(C)C